2-chloro-5-((6-chloro-5-(4'-((3-((2-hydroxyethoxy)methyl)azetidin-1-yl)methyl)-[1,1'-biphenyl]-4-yl)-1H-imidazo[4,5-b]pyridin-2-yl)oxy)benzoic acid ClC1=C(C(=O)O)C=C(C=C1)OC=1NC=2C(=NC(=C(C2)Cl)C2=CC=C(C=C2)C2=CC=C(C=C2)CN2CC(C2)COCCO)N1